C(C)OC(=O)[C@H]1[C@@H](C=CC=C1)C(=O)OCC trans-diethylcyclohex-3,5-diene-1,2-dicarboxylate